S(=O)(=O)(C1=CC=C(C)C=C1)N1C=CC=2CCC(CC12)(O[Si](C)(C)C)C(F)(F)F 1-tosyl-6-(trifluoromethyl)-6-((trimethylsilyl)oxy)-4,5,6,7-tetrahydro-1H-indole